tert-butyl (3R,4S)-4-((4-(3-(2,6-dioxopiperidin-3-yl)-1-methyl-1H-indazol-6-yl)piperidin-1-yl)methyl)-3-fluoropiperidine-1-carboxylate O=C1NC(CCC1C1=NN(C2=CC(=CC=C12)C1CCN(CC1)C[C@H]1[C@H](CN(CC1)C(=O)OC(C)(C)C)F)C)=O